CN1N=C(C(=C1)C(=O)NC1CCC(CC1)NC1=CC=CC=2N1C=C(N2)C(F)(F)F)C 1,3-dimethyl-N-[(1s,4s)-4-{[2-(trifluoromethyl)imidazo[1,2-a]pyridin-5-yl]amino}cyclohexyl]-1H-pyrazole-4-carboxamide